7-methyl-2-((6-methylbenzo[d][1,3]dioxol-5-yl)amino)-9-(2-oxaspiro[3.5]nonan-7-yl)-7,9-dihydro-8H-purin-8-one CN1C(N(C2=NC(=NC=C12)NC1=CC2=C(OCO2)C=C1C)C1CCC2(COC2)CC1)=O